N1C(NC(CC1=O)=O)=O 2,4,6(1H,3H,5H)-Pyrimidinetrion